NCCC=1C=NC(=NC1)C1=C(C=C(C#N)C=C1)CN1C(=NC=C1)C1=CC=CC=C1 4-[5-(2-aminoethyl)pyrimidin-2-yl]-3-[(2-phenylimidazol-1-yl)methyl]benzonitrile